methyl alpha-cyanocinnamate C(#N)C(C(=O)OC)=CC1=CC=CC=C1